ClC=1C=C(C=CC1)N1CCN(CC1)C(CCC(CN(C)CCOC)=O)=O 1-[4-(3-chlorophenyl)piperazin-1-yl]-5-[2-methoxyethyl-(methyl)amino]pentane-1,4-dione